N(=[N+]=[N-])[C@@H]1CC23[C@H](C[C@H]4[C@@H]5CC[C@H]([C@@H](CCCC(C)C)C)[C@]5(CC[C@@H]4[C@]2(CC1)C)C)O3 3β-azido-5,6α-epoxycholestane